N-Boc-N-methyl-L-leucine C(=O)(OC(C)(C)C)N([C@@H](CC(C)C)C(=O)O)C